FC1=C(C=CC=C1)C1(CCN(CC1)C1=CN=NC(=C1)C1=C(C=CC=C1)O)C(=O)O 4-(2-FLUOROPHENYL)-1-(6-(2-HYDROXYPHENYL)PYRIDAZIN-4-YL)PIPERIDINE-4-CARBOXYLIC ACID